(3-(4,6-dichloro-2-(methylthio)pyrimidin-5-yl)propyl)carbamic acid tert-butyl ester C(C)(C)(C)OC(NCCCC=1C(=NC(=NC1Cl)SC)Cl)=O